C1(CCC1)C1=CC2=C(NC(=N2)C2=CC(=C(C(=C2)O)O)OC)C=C1 5-(5-cyclobutyl-1H-benzo[d]imidazol-2-yl)-3-methoxybenzene-1,2-diol